[Si](C)(C)(C(C)(C)C)OC(C=O)C (tert-Butyldimethylsilyloxy)propanal